4-(1-ethylpiperidin-4-yl)-1H-1,2,3-triazol C(C)N1CCC(CC1)C=1N=NNC1